(E)-1-(2-hydroxy-4,6-dimethoxyphenyl)-3-(5-methylpyridin-2-yl)prop-2-en-1-one OC1=C(C(=CC(=C1)OC)OC)C(\C=C\C1=NC=C(C=C1)C)=O